((5-(5-Cyclopropylpyridin-2-yl)oxazol-2-yl)amino)-N'-hydroxypyridinecarboxamidine C1(CC1)C=1C=CC(=NC1)C1=CN=C(O1)NC=1C(=NC=CC1)C(=NO)N